(2S)-2-amino-N-(1-(6-((2-amino-2-oxo-1-phenylethyl)thio)-3,5-dicyano-4-ethylpyridin-2-yl)piperidin-4-yl)propanamide N[C@H](C(=O)NC1CCN(CC1)C1=NC(=C(C(=C1C#N)CC)C#N)SC(C(=O)N)C1=CC=CC=C1)C